5-(1-((4-chlorophenyl)sulfonyl)-piperidin-4-yl)-3-hydroxy-pyridine ClC1=CC=C(C=C1)S(=O)(=O)N1CCC(CC1)C=1C=C(C=NC1)O